C1(=CC=CC2=CC=CC=C12)[Si](OC1=CC=CC=C1)(OC1=CC=CC=C1)C1=CC=CC2=CC=CC=C12 dinaphthyl-diphenoxysilane